ClC1=NC=C(C(=N1)C)C1=C(C=CC=C1)[N+](=O)[O-] chloro-4-methyl-5-(2-nitrophenyl)pyrimidine